FCCCN1CC(C1)CC1=CC=C(C=C1)C1=C(CCCC=2C=3C=CNC3C=CC21)C2=CC=C(C(=O)O)C=C2 4-(6-(4-((1-(3-fluoropropyl)azetidin-3-yl)methyl)phenyl)-3,8,9,10-tetrahydrocyclohepta[e]indol-7-yl)benzoic acid